(3S)-4-(6-fluoro-7-(2-fluoro-6-hydroxyphenyl)-1-(2-isopropyl-6-methylphenyl)-2-oxo-1,2-dihydropyridino[2,3-d]pyrimidin-4-yl)-N-(2-methoxyethyl)-3-methylpiperazine-1-carboxamide FC1=CC2=C(N(C(N=C2N2[C@H](CN(CC2)C(=O)NCCOC)C)=O)C2=C(C=CC=C2C)C(C)C)N=C1C1=C(C=CC=C1O)F